C(#N)C1=C(C(=C(C=C1)N1C(N(C(C1=O)(C)C)CCCC(=O)O)=S)F)SC 4-[3-(4-cyano-2-fluoro-3-methylthio-phenyl)-5,5-dimethyl-4-oxo-2-thioxo-imidazolidin-1-yl]butanoic acid